2-chloro-6-(methyl-d3)pyridine-3-amine ClC1=NC(=CC=C1N)C([2H])([2H])[2H]